tertiary heptyl alcohol C(C)(C)(CCCC)O